OC(C(C1=CC=CC=C1)C)C 2-hydroxy-methyl-1-phenylpropane